4-Ethoxy-6-(1-(7'-((2-(methylamino)-1H-imidazol-1-yl)methyl)-5'-((methylamino)methyl)-1'-oxo-1'H-spiro[cyclobutane-1,4'-isoquinoline]-2'(3'H)-yl)ethyl)nicotinonitrile C(C)OC1=CC(=NC=C1C#N)C(C)N1C(C2=CC(=CC(=C2C2(C1)CCC2)CNC)CN2C(=NC=C2)NC)=O